ClC=1C=C(C2=C(N=C(S2)NC(=O)C23CC4(CC(CC(C2)C4)(C3)C)C)C1)Cl N-(5,7-dichloro-1,3-benzothiazol-2-yl)-3,5-dimethyladamantane-1-carboxamide